[Si](C)(C)(C(C)(C)C)OCC=1C=NC2=CC=C(C=C2N1)C(C)O (3-(((tert-butyldimethylsilyl)oxy)methyl)quinoxalin-6-yl)ethan-1-ol